t-butyl ((S)-1-((2R,5'S)-5'-carbamoyl-3-oxo-3,4-dihydrospiro[pyrido[3,2-b][1,4]oxazine-2,3'-pyrrolidin]-1'-yl)-3-cyclopropyl-1-oxopropan-2-yl)(methyl)carbamate C(N)(=O)[C@@H]1C[C@@]2(CN1C([C@H](CC1CC1)N(C(OC(C)(C)C)=O)C)=O)C(NC1=C(O2)C=CC=N1)=O